CC=1C=C(C=C(C1OC1=CC=C(C=C1)N)C)C(C)(C)C1=CC(=C(C(=C1)C)OC1=CC=C(C=C1)N)C 2,2-bis[3,5-dimethyl-4-(4-aminophenoxy)phenyl]propane